N,N-dimethyl-tetrahydrofurfuryl-amine CN(C)CC1CCCO1